[N-](S(=O)(=O)C(F)(F)F)S(=O)(=O)C(F)(F)F.C(CCC)[N+](C)(CCCC)CCCC tributylmethylammonium bis(trifluoromethylsulfonyl)imide